2-bromo-4-(4-chlorophenyl)pyridine BrC1=NC=CC(=C1)C1=CC=C(C=C1)Cl